diazolidine hydrochloride Cl.N1NCCC1